NC1=CC=2C3(C4=CC(=CC=C4C2C=C1)N)C1=CC=CC=C1C=1C=CC=CC13 2,7-diamino-9,9-spirobifluorene